ClC=1C=C(C=C(C1)Cl)C1=NC(=CC(=C1)CN1CCC(CC1)CC(=O)O)OC=1C=NC(=NC1)N1CCN(CC1)CC1(CC1)O 2-(1-((2-(3,5-dichlorophenyl)-6-((2-(4-((1-hydroxycyclopropyl)methyl)piperazin-1-yl)pyrimidin-5-yl)oxy)pyridin-4-yl)methyl)piperidin-4-yl)acetic acid